3-hexenyl butanoate C(CCC)(=O)OCCC=CCC